8-methyl-N-{[(2S)-oxolane-2-yl]methyl}-4,5-dihydro-2H-furo[2,3-g]indazole-7-carboxamide CC1=C(OC=2CCC3=CNN=C3C21)C(=O)NC[C@H]2OCCC2